N,N-dimethyl-allylamine hydrochloride Cl.CN(C)CC=C